ClC=1C(=C2C=NNC2=C(C1F)NC(C)C)C1=C(N=C2N1C=CN=C2)NC2COCC2 (5-chloro-6-fluoro-7-(isopropylamino)-1H-indazol-4-yl)-N-(tetrahydrofuran-3-yl)imidazo[1,2-a]pyrazin-2-amine